bis(4-methylbenzoyl)benzidine CC1=CC=C(C(=O)NC2=CC=C(C3=CC=C(NC(C4=CC=C(C=C4)C)=O)C=C3)C=C2)C=C1